NCCN(C)CC=1C(=C2N(N1)CC(C2)(F)F)C2CCC(CC2)(CO)CO (4-(2-(((2-aminoethyl)-(methyl)amino)methyl)-5,5-difluoro-5,6-dihydro-4H-pyrrolo[1,2-b]pyrazol-3-yl)-cyclohexane-1,1-diyl)-dimethanol